NCC1C2=C(N(CCC1)C(=O)OC(C)(C)C)C=CC=C2 tert-Butyl 5-(aminomethyl)-2,3,4,5-tetrahydro-1H-benzo[b]azepine-1-carboxylate